C1(=CCCCC1)C1=C(N=C(S1)NC1=C(C(=O)O)C=C(C=N1)C1=CC=CC=C1)C(C)C 2-(5-cyclohexenyl-4-isopropylthiazol-2-ylamino)-5-phenylnicotinic acid